N-(azetidin-3-yl)-N-methyl-carbamic acid tert-butyl ester hydrochloride Cl.C(C)(C)(C)OC(N(C)C1CNC1)=O